ethyl 6-(4-fluoro-3-methylphenyl)-4-oxo-3-(trifluoromethyl)-4,5-dihydropyrazolo[1,5-a]pyrazine-2-carboxylate FC1=C(C=C(C=C1)C=1NC(C=2N(C1)N=C(C2C(F)(F)F)C(=O)OCC)=O)C